4-[(4-ethoxy-4-oxo-butan-2-yl)-oxy]-2-hydroxy-4-oxobutanoic acid C(C)OC(CC(C)OC(CC(C(=O)O)O)=O)=O